ONC1(C(=NN(C1=O)C)C1=CC=C(C=C1)S(=O)(=O)C(C(=O)O)(C)C)C 2-{4-[4-(hydroxyamino)-1,4-dimethyl-5-oxo-4,5-dihydro-1H-pyrazol-3-yl]benzenesulfonyl}-2-methylpropionic acid